1-phenyl-methyl-tris(dimethylamino)tin C1(=CC=CC=C1)C[Sn](N(C)C)(N(C)C)N(C)C